3-(5-(2-((tert-butyldiphenylsilyl)oxy)-1-hydroxyethyl)-4-methylpyrimidin-2-yl)-3-azabicyclo[3.1.0]hexan-2-one [Si](C1=CC=CC=C1)(C1=CC=CC=C1)(C(C)(C)C)OCC(O)C=1C(=NC(=NC1)N1C(C2CC2C1)=O)C